C(C)(C)(C)C1N(CCC1N1N=CC(=C1)B1OC(C(O1)(C)C)(C)C)C(=O)OCC=1C(=CC2=C(N=C(O2)C2CC2)C1)Cl (6-chloro-2-cyclopropyl-1,3-benzoxazol-5-yl)methanol tert-butyl-3-(4-(4,4,5,5-tetramethyl-1,3,2-dioxaborolan-2-yl)-1H-pyrazol-1-yl)pyrrolidine-1-carboxylate